C1(=CC=CC=C1)C1=NC(=NC(=C1)C1=CC=CC=C1)C1=C(C(=C(C(=C1N1C2=C(C3=CC=CC=C13)C=CN=C2)N2C1=C(C3=CC=CC=C23)C=CN=C1)C=1SC2=C(N1)C=CC=C2)N2C1=C(C3=CC=CC=C23)C=CN=C1)N1C2=C(C3=CC=CC=C13)C=CN=C2 2-(4-(4,6-diphenylpyrimidin-2-yl)-2,3,5,6-tetrakis(9H-pyrido[3,4-b]indol-9-yl)phenyl)benzo[d]thiazole